O=C(CC(C)NC(OC(C)(C)C)=O)N1CCN(CC1)C1=NC=C(C=N1)C(F)(F)F tert-butyl (4-oxo-4-(4-(5-(trifluoromethyl)pyrimidin-2-yl)piperazin-1-yl)butan-2-yl)carbamate